Methyl 2-([1-[(2-chlorophenyl) methyl]-5-(3-methoxyphenyl)-1H-pyrazol-3-yl] methoxy)-2-ethylbutanoate ClC1=C(C=CC=C1)CN1N=C(C=C1C1=CC(=CC=C1)OC)COC(C(=O)OC)(CC)CC